ethyl 2-((4-fluoro-2-methylphenyl)amino)-5-(trifluoro-methyl)-benzoate FC1=CC(=C(C=C1)NC1=C(C(=O)OCC)C=C(C=C1)C(F)(F)F)C